C(C1=CC=CC=C1)OCCCOCCCCN1N=CC(=C1)C1=NN(C2=CC=C(C=C12)O[Si](C)(C)C(C)(C)C)C1OCCCC1 3-(1-{4-[3-(benzyloxy)propoxy]butyl}-1H-pyrazol-4-yl)-5-[(tert-butyldimethylsilyl)oxy]-1-(oxan-2-yl)-1H-indazole